2-butyl-5-{[4-(5-chloropyridin-2-yl)phenyl]methyl}-3-(2,6-dimethoxyphenyl)-6-hydroxy-3,4-dihydropyrimidin-4-one C(CCC)C1=NC(=C(C(N1C1=C(C=CC=C1OC)OC)=O)CC1=CC=C(C=C1)C1=NC=C(C=C1)Cl)O